O.CC1=CC=C(C=C1)S(=O)(=O)O para-Toluenesulfonic acid monohydrate